benzo[1,2-d]azepine-7(1H)-carboxylate C1C=NC=CC2=C1C=CC(=C2)C(=O)[O-]